ethyl-homoserine C(C)N[C@@H](CCO)C(=O)O